FC1=C(C=CC=C1)C=1N=C2C(=CN(C=C2)CC=2SC3=C(N2)C=CC(=C3)CO)N1 (2-((2-(2-fluorophenyl)-5H-imidazo[4,5-c]pyridin-5-yl)methyl)benzo[d]thiazol-6-yl)methanol